COC(CCCCCCCC1C(C1)CCCCCCCCC(CCCCCCCC)N(C)C)=O methyl-8-{2-[9-(dimethylamino)heptadecyl] cyclopropyl}octanoate